FC=1C=2N(C=CC1)N=C(C2)[C@@H]2N(CCC1=C2N=CN1)C(=O)C=1OC(=NN1)C=1N=CN(C1)C (R)-(4-(4-fluoropyrazolo[1,5-a]pyridin-2-yl)-6,7-dihydro-1H-imidazo[4,5-c]pyridin-5(4H)-yl)(5-(1-methyl-1H-imidazol-4-yl)-1,3,4-oxadiazol-2-yl)methanone